C(C)(C)(C)C1CN(CCN1C)C=1C=CC2=C(N(C(=N2)C#C[Si](C(C)C)(C(C)C)C(C)C)C2=CC(=C(C=C2)OC(F)(F)F)Cl)C1 6-(3-(tert-butyl)-4-methylpiperazin-1-yl)-1-(3-chloro-4-(trifluoromethoxy)phenyl)-2-((triisopropylsilyl)ethynyl)-1H-benzo[d]imidazole